4-[(1S)-1-[(5-methylpyrazolo[1,5-a]pyrimidin-7-yl)amino]ethyl]benzoic acid CC1=NC=2N(C(=C1)N[C@@H](C)C1=CC=C(C(=O)O)C=C1)N=CC2